C(C)(C)(C)OC(=O)NCCCCSC(C)=O thioacetic acid S-(4-((tert-butoxycarbonyl) amino) butyl) ester